BrC1=C(C=C(C(=O)N2CC=3N=C(N(C(C3C[C@H]2C)=O)C2=CC3=C(N(C=N3)C)C=C2)N[C@H](C)C=C)C=C1)C(F)(F)F (R)-7-(4-bromo-3-(trifluoromethyl)benzoyl)-2-(((R)-but-3-en-2-yl)amino)-6-methyl-3-(1-methyl-1H-benzo[d]imidazol-5-yl)-5,6,7,8-tetrahydropyrido[3,4-d]pyrimidin-4(3H)-one